benzyl-bis(2-hydroxyethyl)octadecyl-ammonium chloride [Cl-].C(C1=CC=CC=C1)[N+](CCCCCCCCCCCCCCCCCC)(CCO)CCO